COC1=C(C=CC(=C1)OC)C(CCCC)(OC)OC 4-[(2,4-dimethoxyphenyl)dimethoxymethyl]butane